ClC1=C(COC=2C(=NC=C(C2)C=2C=NC=NC2)N)C(=CC=C1F)F 3-(2-chloro-3,6-difluoro-benzyloxy)-5-pyrimidin-5-yl-pyridin-2-ylamine